trilauryl trithiophosphite (trilauryl trithiophosphite) C(CCCCCCCCCCC)SP(S)(S)(CCCCCCCCCCCC)CCCCCCCCCCCC.P(SCCCCCCCCCCCC)(SCCCCCCCCCCCC)SCCCCCCCCCCCC